(1S,2S,3S,5R)-2-hydroxy-2-methyl-3-(phenylselanyl)-5-(prop-1-en-2-yl)cyclohexyl benzoate C(C1=CC=CC=C1)(=O)O[C@@H]1[C@]([C@H](C[C@@H](C1)C(=C)C)[Se]C1=CC=CC=C1)(C)O